CN[C@@H]1CN(CCC1)C1=C2C(=NC=C1)NC=C2C2=CN=NC=C2 (3S)-N-methyl-1-(3-pyridazin-4-yl-1H-pyrrolo[2,3-b]pyridin-4-yl)piperidin-3-amine